C(C)O[Si](OCC)(OCC)CCCNC([O-])=O N-(triethoxysilyl-propyl)carbamat